2-[(2S)-2-methyl-1,4-dioxa-8-azaspiro[4.5]decan-8-yl]-8-nitro-6-trifluoromethyl-4H-1,3-benzothiazin-4-one C[C@@H]1OC2(OC1)CCN(CC2)C=2SC1=C(C(N2)=O)C=C(C=C1[N+](=O)[O-])C(F)(F)F